N-(4-chloro-3-methylphenyl)-2-(6-methyl-4-(trifluoromethyl)pyridin-2-yl)-5-oxo-N-(3-(pyrimidin-2-yl)prop-2-yn-1-yl)pyrazolidine-3-carboxamide ClC1=C(C=C(C=C1)N(C(=O)C1N(NC(C1)=O)C1=NC(=CC(=C1)C(F)(F)F)C)CC#CC1=NC=CC=N1)C